methyl trans-4-[(8-fluoro-[1,2,4]triazolo[1,5-a]pyridin-6-yl)methyl]cyclohexanecarboxylate FC=1C=2N(C=C(C1)C[C@@H]1CC[C@H](CC1)C(=O)OC)N=CN2